N(=NC(C#N)(CC)OC)C(C#N)(CC)OC 2,2'-azobis-(2-methoxylbutyronitrile)